4-((2R,4R)-2-((bis(4-methoxyphenyl)(phenyl)methoxy)methyl)-4-hydroxypiperidin-1-yl)-4-oxobutanoic acid COC1=CC=C(C=C1)C(OC[C@@H]1N(CC[C@H](C1)O)C(CCC(=O)O)=O)(C1=CC=CC=C1)C1=CC=C(C=C1)OC